1,1,2,3,3-pentamethyl-2,5,6,7-tetrahydroinden-4-one CC1(C(C(C=2C(CCCC12)=O)(C)C)C)C